C(C)(C)N(CC(=O)N1CCC(CC1)C=1C=C2C(=C(NC2=CC1)C=1C=C(C=2N(C1)N=NN2)C)C(C)C)C 2-(isopropyl-(methyl)amino)-1-(4-(3-isopropyl-2-(8-methyltetrazolo[1,5-a]pyridin-6-yl)-1H-indol-5-yl)piperidin-1-yl)ethan-1-one